NC(C(=O)N1CCC(CC1)C(F)(F)F)C(C)OCC1(CC=CCC1)CO 2-amino-3-((1-(hydroxymethyl)cyclohex-3-en-1-yl)methoxy)-1-(4-(trifluoromethyl)piperidin-1-yl)butan-1-one